C(N)(=N)C=1C=C(SC1)[C@@H](C)NC(=O)[C@H]1N(C[C@@H](C1)OC)C(CNC(CCCOC1=CC=CC=C1)=O)=O (2S,4R)-N-((R)-1-(4-carbamimidoylthiophen-2-yl)ethyl)-4-methoxy-1-((4-phenoxy-butanoyl)glycyl)pyrrolidine-2-carboxamide